4-(5-[(5-chlorothiophen-2-yl)methyl]amino-1-(3-hydroxy-2,2-dimethylpropanoyl)-1H-pyrazol-3-yl)-N,N-dimethylpiperidine-1-sulfonamide ClC1=CC=C(S1)CNC1=CC(=NN1C(C(CO)(C)C)=O)C1CCN(CC1)S(=O)(=O)N(C)C